(S)-2-cyclopropyl-10-((3,5-dichloropyrazolo[1,5-a]pyrimidin-7-yl)amino)-3,3-difluoro-7-methyl-1,2,3,4-tetrahydro-[1,4]oxazepino[2,3-c]quinolin-6(7H)-one C1(CC1)[C@@H]1NC2=C(C(N(C=3C=CC(=CC23)NC2=CC(=NC=3N2N=CC3Cl)Cl)C)=O)OCC1(F)F